O[C@@H]1C[C@H](N(C1)C([C@H](C(C)(C)C)NC(CCCCCCC(=O)O)=O)=O)C(N[C@@H](C)C1=CC=C(C=C1)C1=C(N=CS1)C)=O 8-(((S)-1-((2S,4R)-4-Hydroxy-2-(((S)-1-(4-(4-methylthiazol-5-yl)phenyl)ethyl)carbamoyl)pyrrolidin-1-yl)-3,3-dimethyl-1-oxobutan-2-yl)amino)-8-oxooctanoic acid